5-Bromo-2-Deoxyuridine C1[C@@H]([C@H](O[C@H]1N2C=C(C(=O)NC2=O)Br)CO)O